S1C=NC2=C1C=CC(=C2)NC2=CC=NC1=CC(=C(C=C21)P(C)(C)=O)C=2C=NN(C2)C (4-(benzo[d]thiazol-5-ylamino)-7-(1-methyl-1H-pyrazol-4-yl)quinolin-6-yl)dimethylphosphine oxide